ClC=1C=C(C=C(C1)NS(=O)(=O)C)NC(=O)C=1SC(=C(C1)C1=NC=C(C=C1OCC1=CC(=CC(=C1)F)F)OC(C)C)C N-(3-chloro-5-(methylsulfonamido)phenyl)-4-(3-((3,5-difluorobenzyl)oxy)-5-isopropoxypyridin-2-yl)-5-methylthiophene-2-carboxamide